1-arseno-3-phosphoglycerate C([C@H](C(=O)O[As](=O)([O-])[O-])O)OP(=O)([O-])[O-]